S1C=CC2=C1C=CC(=C2)NC2=C(C(=O)O)C=C(C(=C2F)F)C=O 2-(1-benzothien-5-ylamino)-3,4-difluoro-5-formylbenzoic acid